FC1=C(C(=N)N)C=C(C=C1)OC=1C(=C2C=CN(C2=CC1F)S(=O)(=O)C1=CC=C(C=C1)C)S(=O)(=O)C 2-fluoro-5-[6-fluoro-4-methylsulfonyl-1-(p-tolylsulfonyl)indol-5-yl]oxy-benzamidine